C(C)(=O)C1=C(OCC(=O)O)C(=CC=C1)OC 2-(2-acetyl-6-methoxyphenoxy)acetic acid